FC1(CC(C1)([C@@H](C1=NN=CN1C)F)C=1C=C(C=CC1)N1C(C2=CC(=CC(=C2C1)C(F)(F)F)CNCCCF)=O)F (S)-2-(3-(3,3-difluoro-1-(fluoro(4-methyl-4H-1,2,4-triazol-3-yl)methyl)cyclobutyl)phenyl)-6-(((3-fluoropropyl)amino)methyl)-4-(trifluoromethyl)isoindolin-1-one